Cl.NC(C)C1=NC=NN1C=1SCC(N(N1)C)=O 2-(5-(1-aminoethyl)-1H-1,2,4-triazol-1-yl)-4-methyl-4H-1,3,4-thiadiazin-5(6H)-one hydrochloride